methyl 6,7-dihydro-5H-[1,2,4]triazolo[5,1-b][1,3]oxazine-6-carboxylate N1=CN=C2OCC(CN21)C(=O)OC